C(C)[C@]1(C(OCC=2C(N3CC=4C(=NC=5C=C(C(=C6C5C4C(CCC6)NC(C)=O)C)F)C3=CC21)=O)=O)O N-((10S)-10-ethyl-6-fluoro-10-hydroxy-5-methyl-11,14-dioxo-2,3,4,10,11,13,14,16-octahydro-1H-cyclohepta[de]pyrano[3',4':6,7]indolizino[1,2-b]quinolin-1-yl)acetamide